C\C=C/C(CCCCCCC)O (Z)-undec-2-en-4-ol